di(3-methoxy-2-nitrobenzyloxy)diphenylsilane COC=1C(=C(CO[Si](C2=CC=CC=C2)(C2=CC=CC=C2)OCC2=C(C(=CC=C2)OC)[N+](=O)[O-])C=CC1)[N+](=O)[O-]